CC1(COB(OC1)C1=CC(=C(C=C1F)CC(=O)OCC)O)C ethyl 2-[4-(5,5-dimethyl-1,3,2-dioxaborinan-2-yl)-5-fluoro-2-hydroxyphenyl]acetate